6-Amino-3-((1S,2S)-4'-chloro-2-ethyl-1',2'-dihydrospiro[cyclopropane-1,3'-pyrrolo[2,3-b]pyridin]-5'-yl)-2-fluoro-N,N-dimethylbenzamide NC1=CC=C(C(=C1C(=O)N(C)C)F)C=1C(=C2C(=NC1)NC[C@@]21[C@H](C1)CC)Cl